N-((5-(cyclopropyl(2-oxo-4-(trifluoromethyl)imidazolidin-1-yl)methyl)-4-fluorobenzo[d]oxazol-2-yl)(4,4-difluorocyclohexyl)methyl)-3-methylisoxazole-4-carboxamide C1(CC1)C(C=1C=CC2=C(N=C(O2)C(NC(=O)C=2C(=NOC2)C)C2CCC(CC2)(F)F)C1F)N1C(NC(C1)C(F)(F)F)=O